NC1CCN(CC1)CCC1CCN(CC1)C1=CC(=C(C=C1F)NC1C(NC(CC1)=O)=O)OC 3-((4-(4-(2-(4-aminopiperidin-1-yl)ethyl)piperidin-1-yl)-5-fluoro-2-methoxyphenyl)amino)piperidine-2,6-dione